N-[9-[(2R,6S)-6-[[bis(4-methoxyphenyl)-phenyl-methoxy]methyl]-6-(hydroxymethyl)-1,4-dioxan-2-yl]-6-oxo-1H-purin-2-yl]-2-methyl-propanamide COC1=CC=C(C=C1)C(OC[C@@]1(COC[C@@H](O1)N1C=2N=C(NC(C2N=C1)=O)NC(C(C)C)=O)CO)(C1=CC=CC=C1)C1=CC=C(C=C1)OC